(Z)-N'-(3-Chloro-2-(hydroxymethyl)-2-methylpropanoyl)-3-(3-(3-(pentafluorosulfanyl)-5-(trifluoromethyl)phenyl)-1H-1,2,4-triazol-1-yl)acrylhydrazid ClCC(C(=O)NNC(\C=C/N1N=C(N=C1)C1=CC(=CC(=C1)C(F)(F)F)S(F)(F)(F)(F)F)=O)(C)CO